anetholetrithione COC1=CC=C(C=C1)C2=CC(=S)SS2